(2,4-dichlorophenyl)thiourea ClC1=C(C=CC(=C1)Cl)NC(=S)N